3-{4-[5-Amino-6-(2-amino-ethylamino)-pyrazin-2-yl]-benzylamino}-6-cyanopyrazine-2-carboxylic acid [(S)-1-(3,4-difluoro-phenyl)-ethyl]-amide FC=1C=C(C=CC1F)[C@H](C)NC(=O)C1=NC(=CN=C1NCC1=CC=C(C=C1)C1=NC(=C(N=C1)N)NCCN)C#N